C(C1=CC=CC=C1)(C1=CC=CC=C1)OC1=CC=C(C=C1)CC(=O)O 2-(4-(Benzhydryl-oxy)phenyl)acetic acid